C(C)N1C(C2=CC=CC=C2C=C1)=O 2-ethylisoquinolin-1(2H)-one